NC=1C2=C(N=CN1)N(C(=C2C=2C=NC(=NC2)OC)C#N)C(C)C2=CC(=NO2)C2=C(C=CC=C2)F 4-amino-7-{1-[3-(2-fluorophenyl)-1,2-oxazol-5-yl]ethyl}-5-(2-methoxypyrimidin-5-yl)-7H-pyrrolo[2,3-d]pyrimidine-6-carbonitrile